N-((2S,4S,5S)-5-(2-(2,6-dimethylphenoxy)acetamido)-4-hydroxy-1,6-diphenylhexan-2-yl)-1-(2-oxotetrahydropyrimidin-1(2H)-yl)cyclopentanecarboxamide CC1=C(OCC(=O)N[C@H]([C@H](C[C@H](CC2=CC=CC=C2)NC(=O)C2(CCCC2)N2C(NCCC2)=O)O)CC2=CC=CC=C2)C(=CC=C1)C